COC/C=C/C(=O)N1CCN(CC1)C=1N=CC2=C(N1)C(=NC=N2)NC2=CC(=C(C=C2)OC2=CC1=C(N(N=N1)C)C=C2)C (E)-4-methoxy-1-(4-(8-((3-methyl-4-((1-methyl-1H-benzo[d][1,2,3]triazol-5-yl)oxy)phenyl)amino)pyrimido[5,4-d]pyrimidin-2-yl)piperazin-1-yl)but-2-en-1-one